C(C)OC(=O)C=1SC=C(N1)C(=O)N1C2CCC1CC2 4-((1s,4s)-7-azabicyclo[2.2.1]Heptane-7-carbonyl)thiazole-2-carboxylic acid ethyl ester